3-[2-(3-{[6-(1-cyano-1-methylethyl)-pyridin-3-yl]amino}prop-1-yn-1-yl)-1-(2,2,2-trifluoroethyl)-1H-indol-4-yl]-1-(oxan-4-yl)urea C(#N)C(C)(C)C1=CC=C(C=N1)NCC#CC=1N(C2=CC=CC(=C2C1)NC(NC1CCOCC1)=O)CC(F)(F)F